Ethyl 1-[[(5S,7S)-7-fluoro-5-phenyl-6,7-dihydro-5H-pyrrolo[1,2-b][1,2,4]triazol-2-yl]sulfonylmethyl]cyclopropanecarboxylate F[C@H]1C[C@H](N2N=C(N=C21)S(=O)(=O)CC2(CC2)C(=O)OCC)C2=CC=CC=C2